2-bromo-4',4',5',8'-tetramethyl-3',4'-dihydro-2'H-spiro-[fluorene-9,1'-naphthalene] BrC1=CC2=C(C=C1)C1=CC=CC=C1C21CCC(C2=C(C=CC(=C12)C)C)(C)C